C(C)N(C1=CC=C2C(=C(C(OC2=C1)=O)C1=CC=C(C=C1)N1C(C=CC1=O)=O)C)CC N-(4-(7-diethylamino-4-methylcoumarin-3-yl)phenyl)maleimide